C(CCCCC)OC(=O)CCCCNCCCCCCNCCCCC(=O)OCCCCCC N',N-di((hexyloxycarbonyl)butyl)hexane-1,6-diamine